C1(CCC1)C(C(=O)NC=1C(=NN(C1)C1OCCCC1)C1=CC2=C(C(=N1)N1CCN(CC1)C(=O)OC(C)(C)C)C=NN2CC(F)(F)F)C tert-butyl 4-(6-(4-(2-cyclobutylpropanamido)-1-(tetrahydro-2H-pyran-2-yl)-1H-pyrazol-3-yl)-1-(2,2,2-trifluoroethyl)-1H-pyrazolo[4,3-c]pyridin-4-yl)piperazine-1-carboxylate